NC1=C2N=CN(C2=NC=N1)C[C@@H](C)OCP(OCCCSCCCCCCCCCCCCC[Si]1(CCC1)C)(O)=O 3-((13-(1-methylsiletan-1-yl)tridecyl)thio)propyl hydrogen ((((R)-1-(6-amino-9H-purin-9-yl)propan-2-yl)oxy)methyl)phosphonate